4-bromo-2-((4-((dieth-ylamino)methyl)phenylimino)methyl)-6-hydroxyphenyl isobutyrate C(C(C)C)(=O)OC1=C(C=C(C=C1O)Br)C=NC1=CC=C(C=C1)CN(CC)CC